1-bromo-3-(3-chloropropylsulfonimidoyl)-2-fluorobenzene BrC1=C(C(=CC=C1)S(=O)(=N)CCCCl)F